BrC=1C(=C(OC2CCN(CC2)C(CN2N=C(C3=C2CCC3)C(=O)N3C[C@H](O[C@H](C3)C)C)=O)C=CC1)C 1-[4-(3-bromo-2-methylphenoxy)piperidin-1-yl]-2-{3-[(2R,6S)-2,6-dimethylmorpholine-4-carbonyl]-5,6-dihydrocyclopenta[c]pyrazol-1(4H)-yl}ethan-1-one